({5-[1-(2,6-difluoro-4-methoxyphenyl)-1H-pyrazol-3-yl]-2-methylphenyl} methyl) carbamate C(N)(OCC1=C(C=CC(=C1)C1=NN(C=C1)C1=C(C=C(C=C1F)OC)F)C)=O